N2-Cyclopropyl-5-(2-isopropyl-5-methanesulfonyl-4-methoxy-phenoxy)-pyrimidine-2,4-diamine C1(CC1)NC1=NC=C(C(=N1)N)OC1=C(C=C(C(=C1)S(=O)(=O)C)OC)C(C)C